NN1C(=NC(=C1C(=O)N)C1=CC=C(C=C1)C(NC1=NC=CC(=C1)OC)=O)[C@H]1N(CCCC1)C(C(=C)F)=O (S)-1-Amino-2-(1-(2-fluoroacryloyl)piperidin-2-yl)-4-(4-((4-methoxy-pyridin-2-yl)carbamoyl)phenyl)-1H-imidazol-5-carboxamid